CC1(COC1)C(=O)NC(CC1=NC=C(C=C1)C1=NOC(=N1)C(F)(F)F)C1=CC(=CC=C1)C(F)(F)F 3-methyl-N-(2-{5-[5-(trifluoromethyl)-1,2,4-oxadiazol-3-yl]pyridin-2-yl}-1-[3-(trifluoromethyl)phenyl]ethyl)oxetane-3-carboxamide